(2S)-3-[3-(Carboxy-methyl)phenyl]-2-[(3R)-pyrrolidin-3-yl]propanoic acid C(=O)(O)CC=1C=C(C=CC1)C[C@H](C(=O)O)[C@@H]1CNCC1